(S)-3-(3-bromo-4,5-dihydroisoxazol-5-yl)-N-methyl-4-((3-(trifluoromethyl)phenyl)amino)benzenesulfonamide BrC1=NO[C@@H](C1)C=1C=C(C=CC1NC1=CC(=CC=C1)C(F)(F)F)S(=O)(=O)NC